Cl.NC(C(=O)N1CCN(CC1)C(=O)NC1=NC(N(C=C1)C1=CCC(CC1)CN1CCC2(CC(C2)N)CC1)=O)(C)C 4-(2-Amino-2-methylpropanoyl)-N-(1-(4-((2-amino-7-azaspiro[3.5]non-7-yl)methyl)cyclohex-1-en-1-yl)-2-oxo-1,2-dihydropyrimidin-4-yl)piperazine-1-carboxamide hydrochloride